Cl.N[C@@H](C(=O)OC)C1=CC(=C(C=C1)Cl)Cl Methyl (2R)-2-amino-2-(3,4-dichlorophenyl)acetate hydrochloride